O1C(CNC2=C1C=CC=C2)C(=O)N 3,4-dihydro-2H-1,4-benzoxazine-2-carboxamide